6-CHLORO-2-METHYLPYRIMIDINE-4-CARBALDEHYDE ClC1=CC(=NC(=N1)C)C=O